C(#C)N(S(=O)(=O)C1=C(C=C(C=C1)NCC1=CC=C(C=C1)OCC)C)C N-ethynyl-N-methyl-4-(4-ethoxyphenyl)methylamino-methylbenzenesulfonamide